1-Amino-6-(2-chloro-5-fluorophenyl)-5,6-dihydro-4H-thieno[3,4-c]pyrrol-4-one NC=1SC=C2C1C(NC2=O)C2=C(C=CC(=C2)F)Cl